5-fluoro-2,3-dihydro-1H-inden-2-amine FC=1C=C2CC(CC2=CC1)N